CN1C=NC2=C1C=C(C(=C2)B(O)O)C(F)(F)F [1-methyl-6-[tris(fluoranyl)methyl]benzimidazol-5-yl]boronic acid